[Cl-].ClCC(C[N+](C)(C)C)O L-3-chloro-2-hydroxylpropyltrimethylammonium chloride